4-benzyl-2-(4-methoxy-benzyl)-[1,2,4]thiadiazolidine-3,5-dione C(C1=CC=CC=C1)N1C(N(SC1=O)CC1=CC=C(C=C1)OC)=O